2-[p-(4-{[4-(tert-butoxycarbonylamino)-1-piperidyl]methyl}-2-pyridylcarbonylamino)phenyl]-4-morpholino-1-{[2-(trimethylsilyl)ethoxy]methyl}-1H-1,5,7-triazaindene C(C)(C)(C)OC(=O)NC1CCN(CC1)CC1=CC(=NC=C1)C(=O)NC1=CC=C(C=C1)C=1N(C2=NC=NC(=C2C1)N1CCOCC1)COCC[Si](C)(C)C